1-(ethylsulfonyl)azetidine C(C)S(=O)(=O)N1CCC1